5-((1-Hydroxy-2-methylpropan-2-yl)amino)-N-(6-(piperidin-1-ylsulfonyl)pyridin-2-yl)-3-(6-azaspiro[2.5]octan-6-yl)pyrazin-2-carboxamid OCC(C)(C)NC=1N=C(C(=NC1)C(=O)NC1=NC(=CC=C1)S(=O)(=O)N1CCCCC1)N1CCC2(CC2)CC1